COC=1C=C(C=C(C1CN1CCNCC1)OC)C=1C(=C(C(N(C1)C)=O)C)C 5-(3,5-dimethoxy-4-[(piperazin-1-yl)methyl]phenyl)-1,3,4-trimethyl-1,2-dihydropyridin-2-one